NC1=NC=CC=C1F 2-Amino-3-fluoropyridine